N-[(4-Benzyloxycyclohexyl)amino]carbamic acid tert-butyl ester C(C)(C)(C)OC(NNC1CCC(CC1)OCC1=CC=CC=C1)=O